(2S)-1-tert-butoxycarbonyl-2-methyl-pyrrolidine-2-carboxylic acid C(C)(C)(C)OC(=O)N1[C@@](CCC1)(C(=O)O)C